4-chloro-5-(3-fluoro-4-((6-methylpyridin-2-yl)oxy)phenyl)-6-(6-fluoro-5-nitrocyclohex-2,4-dien-1-yl)-7,8-dihydro-6H-imidazo[1',2':1,5]pyrrolo[2,3-d]pyrimidine ClC=1C2=C(N=CN1)N1C(=C2C2=CC(=C(C=C2)OC2=NC(=CC=C2)C)F)N(CC1)C1C=CC=C(C1F)[N+](=O)[O-]